NC=1C=C(C(=O)NC)C=C(C1)C(=O)O 3-amino-5-carboxy-N-methylbenzamide